C(C1=CC=CC=C1)OC1=NC(=CC=C1N1C(C2=CC(=C(C=C2C1)Br)F)=O)OCC1=CC=CC=C1 2-(2,6-bis(benzyloxy)pyridin-3-yl)-5-bromo-6-fluoroisoindolin-1-one